2-(2-hydroxy-5-dimethylaminophenyl)-5-butoxycarbonyl-2H-benzotriazole OC1=C(C=C(C=C1)N(C)C)N1N=C2C(=N1)C=CC(=C2)C(=O)OCCCC